NC1=NC=2C=CC(=CC2C2=C1C=NN2C)C(=O)N(C)[C@H]2COCC1=C2C=CC(=C1)Br 4-amino-N-((4R)-7-bromo-3,4-dihydro-1H-2-benzopyran-4-yl)-N,1-dimethyl-1H-pyrazolo[4,3-c]-quinoline-8-carboxamide